(2E)-3,7-Dimethylocta-2,6-dien-1-ol C\C(=C/CO)\CCC=C(C)C